Cl.FC(C1(COC1)N)F 3-(difluoromethyl)oxetan-3-amine hydrochloride